(4-fluoro-3-(trifluoromethyl)phenyl)boronic acid FC1=C(C=C(C=C1)B(O)O)C(F)(F)F